C(C)(C)(C)OC(=O)NC=1SC=C(N1)CC(=O)O 2-(2-((tert-butoxycarbonyl)amino)thiazol-4-yl)acetic acid